N-(1,5-dimethyl-1H-benzo[d]imidazol-6-yl)-3-methyl-1-(tetrahydro-2H-pyran-4-yl)-1H-pyrazolo[3,4-d]pyrimidin-6-amine CN1C=NC2=C1C=C(C(=C2)C)NC2=NC=C1C(=N2)N(N=C1C)C1CCOCC1